((4-(hydroxymethyl)piperidin-1-yl)sulfonyl)carbamic acid tert-butyl ester C(C)(C)(C)OC(NS(=O)(=O)N1CCC(CC1)CO)=O